C(C1=CC=CC=C1)N1C=C(C=C(C1=O)C)C=1NC2=CC=C(C=C2C1C(C)C)C1CCN(CC1)CC(=O)NC 2-(4-(2-(1-benzyl-5-methyl-6-oxo-1,6-dihydropyridin-3-yl)-3-isopropyl-1H-indol-5-yl)piperidin-1-yl)-N-methylacetamide